O[C@@H]1CN(CC1)C(C)=O (S)-1-(3-hydroxypyrrolidin-1-yl)ethan-1-one